[Si](C1=CC=CC=C1)(C1=CC=CC=C1)(C(C)(C)C)OC1CC(CCC1)C1(NC=NC(=C1N)N(CC1=CC=C(C=C1)OC)CC1=CC=C(C=C1)OC)N 4-(3-((tert-butyldiphenylsilyl)oxy)cyclohexyl)-N6,N6-Bis(4-methoxybenzyl)pyrimidine-4,5,6-triamine